(2RS)-1-chloro-3-(3,4-dimethylphenyl)propan-2-amine hydrochloride Cl.ClC[C@@H](CC1=CC(=C(C=C1)C)C)N |r|